3-(4-(5-(aminomethyl)thiazol-2-yl)phenoxy)-N,N-diethylpropan-1-amine dihydrochloride Cl.Cl.NCC1=CN=C(S1)C1=CC=C(OCCCN(CC)CC)C=C1